2-[1-[(2R)-2-(2-methoxyphenyl)-2-(oxacyclohex-4-yloxy)ethyl]-5-methyl-6-(1,3-oxazol-2-yl)-2,4-dioxo-1H,2H,3H,4H-thieno[2,3-d]pyrimidin-3-yl]acetic acid COC1=C(C=CC=C1)[C@H](CN1C(N(C(C2=C1SC(=C2C)C=2OC=CN2)=O)CC(=O)O)=O)OC2CCOCC2